N1=CC=C(C=C1)N1N=CC(=C1)NC(N)=S 3-(1-(pyridin-4-yl)-1H-pyrazol-4-yl)thiourea